ClC=1C=C(C=O)C=C(C1OCC1(CC1)O[Si](CC)(CC)CC)F 3-chloro-5-fluoro-4-{[1-(triethylsilyloxy)cyclopropyl]methoxy}benzaldehyde